N-(6-chloropyridin-3-yl)-6-fluoroisoquinolin-1-amine ClC1=CC=C(C=N1)NC1=NC=CC2=CC(=CC=C12)F